NC1=CC=C(C=C1)C1=CC2=C(NC(NC2=O)=O)S1 6-(4-aminophenyl)thieno[2,3-d]pyrimidine-2,4(1H,3H)-dione